C(C)N1C(C2=CC=C(C=C2C1=O)[N+](=O)[O-])=O 2-Ethyl-5-nitroisoindoline-1,3-dione